7-Bromo-3-((2-hydroxyethyl)amino)benzo[e][1,2,4]triazin-1-oxide BrC1=CC2=C(N=C(N=[N+]2[O-])NCCO)C=C1